methyl (2S)-2-amino-3-cyclopropyl-propanoate N[C@H](C(=O)OC)CC1CC1